ethyl (1S,3S,5R)-5-((2-acetamidoethoxy)methyl)-2-((4-phenoxybenzoyl)glycyl)-2-azabicyclo[3.1.0]hexane-3-carboxylate C(C)(=O)NCCOC[C@@]12C[C@H](N([C@H]2C1)C(CNC(C1=CC=C(C=C1)OC1=CC=CC=C1)=O)=O)C(=O)OCC